ClC=1C(=NC(=NC1)NC1CCOCC1)C1=CC=C2CN(C(C2=C1)=O)CC(=O)NC1(CCCCC1)CO 2-(6-{5-chloro-2-[(oxan-4-yl)amino]pyrimidin-4-yl}-1-oxo-2,3-dihydro-1H-isoindol-2-yl)-N-[1-(hydroxymethyl)cyclohexyl]acetamide